COC(=O)C1=CC=C2C=NN(C2=C1)C1COC1 1-(oxetan-3-yl)-1H-indazole-6-carboxylic acid methyl ester